Methoxyethyl 3-(4-(5-(2,3-dihydro-1H-inden-4-yl)-6-methoxy-1H-pyrazolo[4,3-b]pyridin-3-yl)-1H-pyrazol-1-yl)azetidine-1-carboxylate C1CCC2=C(C=CC=C12)C1=C(C=C2C(=N1)C(=NN2)C=2C=NN(C2)C2CN(C2)C(=O)OCCOC)OC